FC=1C=C(C=C(C1C)NC(=O)C=1C=NN2C1C=C(C=C2)C(C)C)C2=NOC(=N2)C2CN(C2)C(=O)OC methyl 3-(3-(3-fluoro-5-(5-isopropylpyrazolo[1,5-a]pyridine-3-carboxamido)-4-methylphenyl)-1,2,4-oxadiazol-5-yl)azetidine-1-carboxylate